4-(1-Nicotinoyl-2,3-dihydro-1H-pyrrolo[2,3-c]pyridin-4-yl)benzonitrile C(C1=CN=CC=C1)(=O)N1CCC=2C1=CN=CC2C2=CC=C(C#N)C=C2